(S)-1-((6-hydroxy-3-methyl-3,4-dihydronaphthalen-2-yl)methyl)azetidine-3-carboxylic acid methyl ester COC(=O)C1CN(C1)CC1=CC2=CC=C(C=C2C[C@@H]1C)O